FC(C=1C(=NC=CN1)C1(CC1)C(=O)O)F 1-(3-(difluoromethyl)pyrazin-2-yl)cyclopropane-1-carboxylic acid